bis(2,4,6-trimethylbenzoyl)-2,4-dipentoxyphenyl-phosphine oxide CC1=C(C(=O)P(C2=C(C=C(C=C2)OCCCCC)OCCCCC)(C(C2=C(C=C(C=C2C)C)C)=O)=O)C(=CC(=C1)C)C